(t-butyl)-N-(4-vinylphenyl)aniline C(C)(C)(C)N(C1=CC=CC=C1)C1=CC=C(C=C1)C=C